NCC(=O)NC1=CC=C(C=C1)C1=C(C(=C(C=C1)N1CCN(CC1)C)NC1=NC=NC(=C1N)Cl)F 2-amino-N-(3'-((5-amino-6-chloropyrimidin-4-yl)amino)-2'-fluoro-4'-(4-methylpiperazin-1-yl)-[1,1'-biphenyl]-4-yl)acetamide